N-p-tolyl-phenyl-biguanide C1(=CC=C(C=C1)N(C(=N)NC(=N)N)C1=CC=CC=C1)C